BrCC=1C=C(C2=C(N(C=N2)C)C1N1C=NC=C1)C1=CC=C(C=C1)OC(F)(F)F 6-(bromomethyl)-7-imidazol-1-yl-1-methyl-4-[4-(trifluoromethoxy)phenyl]benzimidazole